2-hydroxyethyl-dimethyl-[3-[[(2R,3S,4R,5R)-2,3,4,5,6-pentahydroxyhexanoyl]amino]propyl]azanium chloride [Cl-].OCC[N+](CCCNC([C@@H]([C@H]([C@@H]([C@@H](CO)O)O)O)O)=O)(C)C